3-[(2,6-dibromophenoxyethylsulfanyl)methyl]-1H-1,2,4-triazol-5(4H)-one BrC1=C(OCCSCC2=NNC(N2)=O)C(=CC=C1)Br